tert-butyl 2-(2-(3-bromophenyl)-4-((2-((2-hydroxyethyl)thio)ethyl)thio)-2-methylbutanoyl)-1-methylhydrazine-1-carboxylate BrC=1C=C(C=CC1)C(C(=O)NN(C(=O)OC(C)(C)C)C)(CCSCCSCCO)C